2-Bromo-3-(methylsulfanyl)-N-(1-methyl-1H-tetrazol-5-yl)-4-(trifluoromethyl)benzamid BrC1=C(C(=O)NC2=NN=NN2C)C=CC(=C1SC)C(F)(F)F